[(S)-methyl(oxido){(1S)-1-[6-(trifluoromethyl)pyridin-3-yl]ethyl}-λ4-sulphanylidene]cyanamide CC[C@@H](C=1C=NC(=CC1)C(F)(F)F)[S@]([O-])=NC#N